C(C1=CC=CC=C1)OC(=O)N1CCC(CC1)(C#N)C=1C=NC(=CC1)Cl 4-(6-chloropyridin-3-yl)-4-cyanopiperidine-1-carboxylic acid benzyl ester